(S)-6-((5-oxopyrrolidin-2-yl)methoxy)pyrido[3,4-g]isoquinolin-1(2H)-one O=C1CC[C@H](N1)COC1=NC=CC=2C=C3C(=CC12)C=CNC3=O